C(C1=CC=CC=C1)OC(=O)N([C@H](C(=O)O)C)CCCCCCCCCCCCCC (2S)-2-[benzyloxycarbonyl-(tridecylmethyl)amino]propanoic acid